(S)-N-(4-(4-methylpiperazin-1-yl)phenyl)-6-(7-phenyl-5-oxa-6-azaspiro[2.4]heptan-6-yl)pyrimidin-4-amine CN1CCN(CC1)C1=CC=C(C=C1)NC1=NC=NC(=C1)N1OCC2(CC2)[C@@H]1C1=CC=CC=C1